(3S,4S)-3-(4-((3-amino-3-oxopropyl)amino)-2-fluoro-5-nitrobenzamido)-4-fluoropiperidine-1-carboxylic acid tert-butyl ester C(C)(C)(C)OC(=O)N1C[C@@H]([C@H](CC1)F)NC(C1=C(C=C(C(=C1)[N+](=O)[O-])NCCC(=O)N)F)=O